FC1=C(C(=O)C2=CC=CC=C2)C=CC=C1F 2,3-difluorobenzophenone